5-[4-[[[(3S)-1-cyclopropylsulfonyl-3-piperidinyl]amino]methyl]-2-fluoro-6-hydroxy-phenyl]-1,1-dioxo-1,2,5-thiadiazolidin-3-one C1(CC1)S(=O)(=O)N1C[C@H](CCC1)NCC1=CC(=C(C(=C1)O)N1CC(NS1(=O)=O)=O)F